(7S)-7-Methyl-3-({[(1,3-oxazol-2-yl)methyl]carbamoyl}methyl)-2-[2-(1H-pyrazol-1-yl)ethyl]-3H,6H,7H,8H,9H-imidazo[4,5-f]chinolin C[C@@H]1NC2=CC=C3C(=C2CC1)N=C(N3CC(NCC=3OC=CN3)=O)CCN3N=CC=C3